(S)-1-((4-(cyclopropylethynyl)-4-(1,1-difluoroethyl)-6-fluoro-2-oxo-1,2,3,4-tetrahydroquinazolin-7-yl)methyl)-1H-pyrazole-3-sulfonamide C1(CC1)C#C[C@@]1(NC(NC2=CC(=C(C=C12)F)CN1N=C(C=C1)S(=O)(=O)N)=O)C(C)(F)F